C(C1=CC=CC=C1)(C1=CC=CC=C1)N1[C@@H]([C@@H](C1)OC=1C(=CC(=NC1)C)C1=CC=2N(C=C1)N=C(C2)NC(=O)C2CC2)CC N-(5-(5-(((2R,3R)-1-benzhydryl-2-ethylazetidin-3-yl)oxy)-2-methylpyridin-4-yl)pyrazolo[1,5-a]pyridin-2-yl)cyclopropanecarboxamide